dichloro(9,9-dimethyl-4,5-bis(diphenylphosphino)xanthene) palladium (II) [Pd+2].ClC1=C(C=2C(C3=CC=CC(=C3OC2C(=C1)P(C1=CC=CC=C1)C1=CC=CC=C1)P(C1=CC=CC=C1)C1=CC=CC=C1)(C)C)Cl